C(CCC(=O)O)(=O)O.[Na].[Na] Di-sodium succinic acid